NC1=C2N=CN(C2=NC(=N1)F)[C@H]1C[C@@H]([C@@](O1)(C#C)CO[P@](=O)(OC1=CC=CC=C1)N[C@@H](CC1=CC=CC=C1)C(=O)OC(CCCCCCCCCC)CCCCCCCCCC)O Henicosan-11-yl ((S)-(((2R,3S,5R)-5-(6-amino-2-fluoro-9H-purin-9-yl)-2-ethynyl-3-hydroxytetrahydrofuran-2-yl) methoxy)(phenoxy)phosphoryl)-L-phenylalaninate